(2-(((tert-butyldimethylsilyl)oxy)methyl)-4-cyclopropyl-2,3-dihydro-1H-pyrrol-1-yl)methanone [Si](C)(C)(C(C)(C)C)OCC1N(C=C(C1)C1CC1)C=O